N-(azetidin-1-ylmethyl)-1-(4-((3-(2,3-difluoro-4-methoxyphenyl)imidazo[1,2-a]pyrazin-8-yl)amino)-2-methylbenzoyl)piperidine-4-carboxamide hydrochloride Cl.N1(CCC1)CNC(=O)C1CCN(CC1)C(C1=C(C=C(C=C1)NC=1C=2N(C=CN1)C(=CN2)C2=C(C(=C(C=C2)OC)F)F)C)=O